N[C@H]1CN(CCC1)C(=O)C1=CC=2N(C=C1)C(=C(N2)C=2N(C1=CC=CC=C1C2)CC2CC2)C (R)-(3-aminopiperidin-1-yl)(2-(1-(cyclopropylmethyl)-1H-indol-2-yl)-3-methylimidazo[1,2-a]pyridin-7-yl)methanone